N-(2-(but-3-en-1-yloxy)-4-(methylsulfonyl)benzyl)-8-isopropyl-N-(4-methoxybenzyl)-2-(methylthio)pyrazolo[1,5-a][1,3,5]triazin-4-amine C(CC=C)OC1=C(CN(C2=NC(=NC=3N2N=CC3C(C)C)SC)CC3=CC=C(C=C3)OC)C=CC(=C1)S(=O)(=O)C